C1=CC=CC=2C3=CC=CC=C3C(C12)COC(=O)N(CCC(=O)O)CCCN1CCN(CC1)C(=O)OC(C)(C)C 3-((((9H-fluoren-9-yl)methoxy)carbonyl)(3-(4-(tert-butoxycarbonyl)piperazin-1-yl)propyl)amino)propanoic acid